OC(CC)[C@H]1N(C\C(\C1)=N/OC)C(=O)C1=CC=C(C=C1)C1=C(C(=CC=C1)C#N)C (S,Z)-4'-(2-(1-hydroxypropyl)-4-(methoxyimino)pyrrolidine-1-carbonyl)-2-methyl-[1,1'-biphenyl]-3-carbonitrile